O=C1N(CC2=CC(=CC=C12)CN1CCN(CC1)C1=C(C=CC=C1)C)C1C(NC(CC1)=O)=O 3-(1-oxo-5-((4-(o-tolyl)piperazin-1-yl)methyl)isoindolin-2-yl)piperidine-2,6-dione